N-(3-methyl-1-(4-(trifluoromethoxy)benzyl)-1H-pyrrolo[2,3-b]pyridin-5-yl)acrylamide CC1=CN(C2=NC=C(C=C21)NC(C=C)=O)CC2=CC=C(C=C2)OC(F)(F)F